2-[4-(4-acetylpiperidin-1-yl)phenyl]-N-{[4-methyl-2-(piperidin-1-yl)phenyl](5-methylfuran-2-yl)methyl}acetamide C(C)(=O)C1CCN(CC1)C1=CC=C(C=C1)CC(=O)NC(C=1OC(=CC1)C)C1=C(C=C(C=C1)C)N1CCCCC1